ClC1=C(C=C(C=2CCOC21)C2(SCCCC2)O)CC2=CC=C(C=C2)OC 2-(7-chloro-6-(4-methoxybenzyl)-2,3-dihydrobenzofuran-4-yl)tetrahydro-2H-thiopyran-2-ol